COC=1C=2N(C=C(C1)C1=C(C(=NN1)C=1SC(=C(N1)C)N1CC3(C1)CN(C3)C(CC)CC)CC(F)(F)F)N=CN2 2-(5-(8-methoxy-[1,2,4]triazolo[1,5-a]pyridin-6-yl)-4-(2,2,2-trifluoroethyl)-1H-pyrazol-3-yl)-4-methyl-5-(6-(pent-3-yl)-2,6-diazaspiro[3.3]hept-2-yl)thiazole